BrC1=C(C=CC=C1OC=1C=C2C=3C=CC(=CC3C(C2=CC1)(C)C)N(C1=CC=CC=C1)C1=CC=CC=C1)OC=1C=C2C=3C=CC(=CC3C(C2=CC1)(C)C)N(C1=CC=CC=C1)C1=CC=CC=C1 6,6'-((2-bromo-1,3-phenylene)bis(oxy))bis(9,9-dimethyl-N,N-diphenyl-9H-fluorene-2-amine)